CC=1C=C(C=CC1OC1=CC2=C(N(N=N2)C)C=C1)NC1=NC=NC2=C1N=C(N=C2)N2CC1N(C(C2)C1)C(C=C)=O 1-(3-(8-((3-methyl-4-((1-methyl-1H-benzo[d][1,2,3]triazol-5-yl)oxy)phenyl)amino)pyrimido[5,4-d]pyrimidin-2-yl)-3,6-diazabicyclo[3.1.1]heptan-6-yl)prop-2-en-1-one